[N+](=O)([O-])C1=CC=C(S1)C(=O)N 5-nitrothiophene-carboxamide